Lithium 4-(methylamino)imidazo[1,5-a]quinoxaline-8-carboxylate CNC=1C=2N(C3=CC(=CC=C3N1)C(=O)[O-])C=NC2.[Li+]